5,5,8,8-tetramethyl-5,6,7,8-tetrahydronaphthalen-2-yl-9H-carbazol-3-amine CC1(C=2C=CC(=CC2C(CC1)(C)C)C1=CC(=CC=2C3=CC=CC=C3NC12)N)C